FC=1C=C(C#N)C=C(C1)OC1=CC=C2C=3[C@](C(C(C13)F)F)(C(C2(F)F)(F)F)O 3-fluoro-5-(((2aS,3S,4R)-1,2,3,3,4,4-hexafluoro-2a-hydroxy-2,2a,3,4-tetrahydro-1H-cyclopenta[cd]inden-7-yl)oxy)benzonitrile